Ethyl-1-methyl-1H-imidazol-4-carboxylat C(C)OC(=O)C=1N=CN(C1)C